N1N=NC2=C1C=CC(=C2)C=2C=C(C(=O)NC=1N(C=C(N1)CCCCCC(N1CCCCC1)=O)C1=CC=CC=C1)C=CC2 3-(1H-benzo[d][1,2,3]triazol-5-yl)-N-(4-(6-oxo-6-(piperidin-1-yl)hexyl)-1-phenyl-1H-imidazol-2-yl)benzamide